hexaanimine cobalt dichloride [Co](Cl)Cl.C(CCCCC)=N